C(C)SC=1C(NC(NC1)=O)=O 5-(ethylthio)uracil